proline benzoate C(C1=CC=CC=C1)(=O)O.N1[C@@H](CCC1)C(=O)O